N-[4-[5-(difluoromethyl)-1,3,4-oxadiazol-2-yl]-2-fluorobenzyl]-N-(3-fluorophenyl)thiomorpholine-4-sulfonamide FC(C1=NN=C(O1)C1=CC(=C(CN(S(=O)(=O)N2CCSCC2)C2=CC(=CC=C2)F)C=C1)F)F